ClC=1C=CC=2N(C1[C@@H](O)C=1N=NN(C1Cl)C1=CC=C(C=C1)OC)C=NC2 |r| rac-(6-chloro-imidazo[1,5-a]pyridin-5-yl)-[5-chloro-1-(4-methoxy-phenyl)-1H-[1,2,3]triazol-4-yl]-methanol